4-(tert-Butyl)-3-methoxybenzoic acid C(C)(C)(C)C1=C(C=C(C(=O)O)C=C1)OC